(R)-cyclopropyl(5-(4-(4-(trifluoromethyl)pyrazolo[1,5-a]pyridin-2-yl)-1,4,6,7-tetrahydro-5H-imidazo[4,5-c]pyridin-5-yl)pyrazin-2-yl)methanone C1(CC1)C(=O)C1=NC=C(N=C1)N1[C@H](C2=C(CC1)NC=N2)C2=NN1C(C(=CC=C1)C(F)(F)F)=C2